ClC=1C=C(C=CC1F)NC(=O)N1CC2=C(CC1)ON=C2C(=O)N(C)C2(CC2)COC N5-(3-chloro-4-fluorophenyl)-N3-(1-(methoxymethyl)cyclopropyl)-N3-methyl-6,7-dihydroisoxazolo[4,5-c]pyridine-3,5(4H)-dicarboxamide